CN(CCN(C1=CC=C(C=C1)NC=1N=CC2=C(N1)N=C(C=C2C#C[Si](C(C)C)(C(C)C)C(C)C)OC)C)C N1-(2-(dimethylamino)ethyl)-N4-(7-methoxy-5-((triisopropylsilyl)ethynyl)pyrido[2,3-d]pyrimidin-2-yl)-N1-methylbenzene-1,4-diamine